tert-butyl (2-(2-bromobenzyl)-3-hydroxypropyl)carbamate BrC1=C(CC(CNC(OC(C)(C)C)=O)CO)C=CC=C1